C=1C=CC2=CNC=3C=CC=CC3C21 cyclopenta[c]quinoline